(8-(3-chlorophenyl)imidazo[1,2-a]pyridin-3-yl)(piperidin-1-yl)methanone ClC=1C=C(C=CC1)C=1C=2N(C=CC1)C(=CN2)C(=O)N2CCCCC2